NC(C([C@H](CCC(C)(F)F)NC(=O)C1=C(C=CC(=C1)Cl)NC(C1=CC(=NC=C1)C(F)(F)F)=O)O)=O N-(2-(((3S)-1-amino-6,6-difluoro-2-hydroxy-1-oxoheptan-3-yl)carbamoyl)-4-chlorophenyl)-2-(trifluoromethyl)isonicotinamide